3-CHLORO-2-METHYL-PHENYLISOCYANIDE ClC=1C(=C(C=CC1)[N+]#[C-])C